9,9-bis(3-acryloyloxypropyl)-2,7-bis(2-naphthyl)fluorene C(C=C)(=O)OCCCC1(C2=CC(=CC=C2C=2C=CC(=CC12)C1=CC2=CC=CC=C2C=C1)C1=CC2=CC=CC=C2C=C1)CCCOC(C=C)=O